FC1=C(C(=CC=C1)F)C=1N=C(C2=C(N1)CNC2=O)NC=2C=NN(C2)C 2-(2,6-difluorophenyl)-4-((1-methyl-1H-pyrazol-4-yl)amino)-6,7-dihydro-5H-pyrrolo[3,4-d]pyrimidin-5-one